C(C)(C)(C)OC(=O)N1C=C(C2=CC(=CC=C12)F)C=1C(N(C(C1Br)=O)CC1=C(C=C(C=C1)OC)OC)=O 3-[4-bromo-1-(2,4-dimethoxybenzyl)-2,5-dioxo-2,5-dihydro-1H-pyrrol-3-yl]-5-fluoro-1H-indole-1-carboxylic acid tert-butyl ester